2-(3-(4-((7H-pyrrolo[2,3-d]pyrimidin-4-yl)amino)-1H-pyrazol-1-yl)-1-pivaloyl-azetidin-3-yl)acetonitrile N1=CN=C(C2=C1NC=C2)NC=2C=NN(C2)C2(CN(C2)C(C(C)(C)C)=O)CC#N